1-(9-ethyl-2-(5-methyl-1H-indazol-1-yl)-6-morpholino-9H-purin-8-yl)ethan-1-one C(C)N1C2=NC(=NC(=C2N=C1C(C)=O)N1CCOCC1)N1N=CC2=CC(=CC=C12)C